4-methyl-3-(2-methylpyrimidin-5-yl)-1-phenyl-1H-pyrazol-5-amine CC=1C(=NN(C1N)C1=CC=CC=C1)C=1C=NC(=NC1)C